C(C1=CC=CC=C1)N1[C@@H]([C@@H]2CC[C@H](C1)N2C(=O)OC(C)(C)C)[C@H](COCOC)OCC2=CC=CC=C2 tert-butyl (1S,2S,5R)-3-benzyl-2-((R)-1-(benzyloxy)-2-(methoxymethoxy)ethyl)-3,8-diazabicyclo[3.2.1]octane-8-carboxylate